1-(1-(2-(2-propoxyethoxy)ethoxy)prop-1-en-2-yl)-3-(3-(2-(2-propoxyethoxy)ethoxy)prop-1-en-2-yl)benzene t-octyl-acrylate C(C)(C)(CC(C)(C)C)OC(C=C)=O.C(CC)OCCOCCOC=C(C)C1=CC(=CC=C1)C(=C)COCCOCCOCCC